C(C)(C)(C)OC(=O)N[C@H](C(=O)O)CN1N=NC=C1 (S)-2-((tert-Butoxycarbonyl)amino)-3-(1H-1,2,3-triazol-1-yl)propanoic acid